1-butyl-3,3-dimethyl-1-propylguanidine C(CCC)N(C(=N)N(C)C)CCC